bis(2-ethylhexyl)sebacate C(C)C(COC(CCCCCCCCC(=O)OCC(CCCC)CC)=O)CCCC